NC1=C(C(NC2=C(C=CC=C12)C=1C=NC=CC1OC(F)F)=O)C(=O)NC1CC1 4-amino-N-cyclopropyl-8-[4-(difluoromethoxy)-3-pyridinyl]-2-oxo-1H-quinoline-3-carboxamide